3-chloro-N-{(1S)-1-[1-(1,3-thiazol-2-yl)-1H-1,2,4-triazol-5-yl]ethyl}-5-(trifluoromethyl)benzamide di-n-decyl-pimelate C(CCCCCCCCC)OC(CCCCCC(=O)OCCCCCCCCCC)=O.ClC=1C=C(C(=O)N[C@@H](C)C2=NC=NN2C=2SC=CN2)C=C(C1)C(F)(F)F